tert-butyl(tert-butoxycarbonyl)(5-(4-(isopropylsulfonyl)phenyl)-3-(3-(4-((phenoxycarbonyl)amino)phenyl)isoxazole-5-yl)pyrazin-2-yl)carbamate C(C)(C)(C)OC(N(C1=NC=C(N=C1C1=CC(=NO1)C1=CC=C(C=C1)NC(=O)OC1=CC=CC=C1)C1=CC=C(C=C1)S(=O)(=O)C(C)C)C(=O)OC(C)(C)C)=O